CC1(CN(CCC1)CCC=1N=NN(C1)[C@H](C(=O)N1[C@@H](C[C@H](C1)O)C(=O)NC)C(C)(C)C)C (2S,4R)-1-[(2S)-2-[4-[2-(3,3-dimethyl-1-piperidyl)ethyl]triazol-1-yl]-3,3-dimethyl-butanoyl]-4-hydroxy-N-methyl-pyrrolidine-2-carboxamide